6-{3,8-diazabicyclo[3.2.1]octan-8-yl}-N-(3-methyl-4-{[1,2,4]triazolo[1,5-a]pyridin-7-yloxy}phenyl)pyrido[3,2-d]pyrimidin-4-amine C12CNCC(CC1)N2C=2C=CC=1N=CN=C(C1N2)NC2=CC(=C(C=C2)OC2=CC=1N(C=C2)N=CN1)C